CN(C(C)=O)C N,N-DIMETHYLACETAMID